Isooctyl pyromellitate C(C=1C(C(=O)[O-])=CC(C(=O)[O-])=C(C(=O)[O-])C1)(=O)OCCCCCC(C)C